COC(COCC1(CCNCC1)O)OC 4-[(2,2-dimethoxyethoxy)methyl]piperidin-4-ol